methyl-6-azabicyclo[3.1.1]heptane-6-carboxamide CC12CCCC(N1C(=O)N)C2